4-[1-(6-Fluoro-1-methyl-[1,2,4]triazolo[4,3-a]quinazolin-5-yl)-2,3,4,5-tetrahydro-1-benzazepin-6-yl]-2,2-dimethyl-but-3-ynenitrile FC1=C2C(=NC=3N(C2=CC=C1)C(=NN3)C)N3CCCCC1=C3C=CC=C1C#CC(C#N)(C)C